(R)-4-(4-chloro-3-methyl-1H-pyrrolo[2,3-b]pyridin-6-yl)-3-methylmorpholine ClC1=C2C(=NC(=C1)N1[C@@H](COCC1)C)NC=C2C